6-(4-bromo-2-chloro-phenylamino)-7-fluoro-3-methyl-3H-benzoimidazole-5-carboxylic acid (2,3-dihydroxy-propoxy)-amide OC(CONC(=O)C1=CC2=C(N=CN2C)C(=C1NC1=C(C=C(C=C1)Br)Cl)F)CO